P(=O)(OCCOC)(Cl)Br (2-methoxyethyl) bromochlorophosphate